3-(5-(1,3,4-oxadiazol-2-yl)pyridin-3-yl)-4-(methylthio)phenyl cycloheptylcarbamate C1(CCCCCC1)NC(OC1=CC(=C(C=C1)SC)C=1C=NC=C(C1)C=1OC=NN1)=O